(S)-2-chloro-12-(ethylthio)-1-fluoro-5a,6,9,10-tetrahydro-8H-7-oxa-3,10a,11,13-tetraazanaphtho[1,8-ab]heptalene ClC=1C(=C2N=C(N=C3C2=C(C=C[C@H]2COCCCN32)N1)SCC)F